FC(C(=O)O)(F)F.C(C1=CC=CC=C1)N1C[C@H]2CC[C@@H](C1)C2N(C=2C=C(SC2C)S(=O)(=O)NC2=NC(=CC=C2)F)C 4-(((1R,5S,8r)-3-benzyl-3-azabicyclo[3.2.1]oct-8-yl)(methyl)amino)-N-(6-fluoropyridin-2-yl)-5-methylthiophene-2-sulfonamide trifluoroacetate salt